C[Si](CCN)(C)C 2-(trimethylsilyl)ethylamine